4-(5-bromopyridin-3-yl)-3,5-dimethylisoxazole BrC=1C=C(C=NC1)C=1C(=NOC1C)C